methyl 2-hydroxy-4-methoxy-3-nitrobenzoate OC1=C(C(=O)OC)C=CC(=C1[N+](=O)[O-])OC